Tert-butyl(2-(2-(3-((2-(4-(2-(5-(3,5-dimethylisoxazol-4-yl)-1-(2-morpholinoethyl)-1H-benzo[d]imidazol-2-yl)ethyl)phenoxy)ethyl)amino)-3-oxopropoxy)ethoxy)ethyl)carbamate C(C)(C)(C)OC(NCCOCCOCCC(=O)NCCOC1=CC=C(C=C1)CCC1=NC2=C(N1CCN1CCOCC1)C=CC(=C2)C=2C(=NOC2C)C)=O